1-N'-[3-chloro-4-[6-methoxy-7-(3-morpholin-4-ylpropoxy)pyrido[3,2-d]pyrimidin-4-yl]oxyphenyl]-1-N-(4-fluorophenyl)cyclopropane-1,1-dicarboxamide ClC=1C=C(C=CC1OC=1C2=C(N=CN1)C=C(C(=N2)OC)OCCCN2CCOCC2)NC(=O)C2(CC2)C(=O)NC2=CC=C(C=C2)F